FC(C)(F)C1=NC(=CC(=N1)N1N=C(C=2C=NC(=CC21)C(C(=O)N)C)N2CC1N(C(C2)C1)CC)C (1-(2-(1,1-difluoroethyl)-6-methylpyrimidin-4-yl)-3-(6-ethyl-3,6-diazabicyclo[3.1.1]hept-3-yl)-1H-pyrazolo[4,3-c]pyridin-6-yl)propanamide